4-cyclopropyl-6-[6-cyclopropyl-4-[4-fluoro-2-[5-(trifluoromethyl)pyrazol-1-yl]phenyl]pyridin-2-yl]-2-[[(1-methylcyclobutyl)amino]methyl]-1H-pyrrolo[2,3-c]pyridin-7-one C1(CC1)C=1C2=C(C(N(C1)C1=NC(=CC(=C1)C1=C(C=C(C=C1)F)N1N=CC=C1C(F)(F)F)C1CC1)=O)NC(=C2)CNC2(CCC2)C